2-(((2-(pyridin-2-yl)pyrimidin-5-yl)oxy)methyl)thiazole N1=C(C=CC=C1)C1=NC=C(C=N1)OCC=1SC=CN1